C(=C)C(C(=O)O)C\C=C\CCCCC vinyl-trans-4-decenoic acid